methyl 6-(4-((4-(tert-butoxycarbonyl)piperazin-1-yl) methyl)piperidin-1-yl)pyridazine-3-carboxylate C(C)(C)(C)OC(=O)N1CCN(CC1)CC1CCN(CC1)C1=CC=C(N=N1)C(=O)OC